tert-Butyl 9-(2-bromo-5-methoxy-4-nitrophenyl)-3,9-diazaspiro[5.5]undecane-3-carboxylate BrC1=C(C=C(C(=C1)[N+](=O)[O-])OC)N1CCC2(CCN(CC2)C(=O)OC(C)(C)C)CC1